2-(dibenzo[b,d]furan-3-yl)-3-(4,4,5,5-tetramethyl-1,3,2-dioxaborolan-2-yl)pyridine C1=CC(=CC=2OC3=C(C21)C=CC=C3)C3=NC=CC=C3B3OC(C(O3)(C)C)(C)C